FC(C=1C=C(C=C(C1)C)NC1=NC=C(C(=N1)NN1C(OC2=C1C=CC=C2)=O)C)F (2-(3-(difluoromethyl)-5-methylphenylamino)-5-methylpyrimidin-4-ylamino)benzo[d]oxazol-2(3H)-one